(R)-2-(2-iodo-1-(2-iodoethoxy)ethoxy)propane IC[C@@H](OC(C)C)OCCI